5-fluoro-3-methylcytosine FC1=C(N(C(N=C1)=O)C)N